BrC1=CC=C(C=C1)C=1CCNCC1 4-(4-bromophenyl)-1,2,3,6-tetrahydropyridine